3,4,5-Trimethoxy-N-(2-methoxyethyl)-N-(4-phenyl-2-thiazolyl)benzamide COC=1C=C(C(=O)N(C=2SC=C(N2)C2=CC=CC=C2)CCOC)C=C(C1OC)OC